P(=O)(OC(C)(C)C)(OC(C)(C)C)O[C@H]1CN([C@@H](C1)C(N[C@@H](C)C1=CC=C(C=C1)C1=C(N=CS1)C)=O)C([C@H](C(C)C)C1=CC(=NO1)OCC(OCC)OCC)=O di-tert-butyl ((3R,5S)-1-((R)-2-(3-(2,2-diethoxyethoxy) isoxazol-5-yl)-3-methylbutanoyl)-5-(((S)-1-(4-(4-methylthiazol-5-yl)phenyl)ethyl) carbamoyl) pyrrolidin-3-yl) phosphate